ClC=1C(=NC(=NC1Cl)C1=C(N=CS1)Cl)N1CCN(CC(C1)(F)F)C(=O)OC(C)(C)C tert-Butyl 4-[5,6-dichloro-2-(4-chlorothiazol-5-yl)pyrimidin-4-yl]-6,6-difluoro-1,4-diazepane-1-carboxylate